4-amino-5-[(3,3-difluoroazetidin-1-yl)methyl]pyrrolo[2,1-f][1,2,4]triazin-7-yl-N-[(3R,4S)-4-fluoro-1-phenylmethanesulfonylpyrrolidin-3-yl]-2-(methoxy-d3)nicotinamide NC1=NC=NN2C1=C(C=C2C2=NC(=C(C(=O)N[C@@H]1CN(C[C@@H]1F)S(=O)(=O)CC1=CC=CC=C1)C=C2)OC([2H])([2H])[2H])CN2CC(C2)(F)F